Pyridine-1-sulfonyl chloride N1(CC=CC=C1)S(=O)(=O)Cl